(R)-7-(5-(1-(3,5-dichloropyridin-4-yl)ethoxy)-1H-indazol-3-yl)-1-isopropyl-2,3-dihydro-1H-pyrido[2,3-b][1,4]oxazine ClC=1C=NC=C(C1[C@@H](C)OC=1C=C2C(=NNC2=CC1)C1=CC2=C(OCCN2C(C)C)N=C1)Cl